CC=1C(=NC(=CC1)C(F)(F)F)NC(=O)C1NC2CC2C1 N-[3-methyl-6-(trifluoromethyl)pyridin-2-yl]-2-azabicyclo[3.1.0]hexane-3-carboxamide